2-amino-N-(cyano(isoquinolin-4-yl)methyl)-4-methylpentanamide NC(C(=O)NC(C1=CN=CC2=CC=CC=C12)C#N)CC(C)C